8-fluoro-7-(4-methoxypyridin-3-yl)-4-(4-((methylamino)methyl)-5-(Tetrahydro-2H-pyran-4-yl)thiazol-2-yl)isoquinolin-1-amine FC=1C(=CC=C2C(=CN=C(C12)N)C=1SC(=C(N1)CNC)C1CCOCC1)C=1C=NC=CC1OC